(((2R)-2-(4-chloro-2-fluorophenyl)-10-methyl-7,10-dihydro-2H-pyrano[3,2-H]isoquinolin-9(8H)-yl)methyl)-1-(((S)-oxetan-2-yl)methyl)-1H-benzo[d]imidazole-6-carboxylic acid ClC1=CC(=C(C=C1)[C@H]1C=CC=2C=CC=3CCN(C(C3C2O1)C)CC1=NC2=C(N1C[C@H]1OCC1)C=C(C=C2)C(=O)O)F